CN1C[C@@H](C=C2C3=C4C(C[C@@H]12)=CNC4=CC=C3)C(=O)NC(CC)CC (6aR,9R)-7-methyl-N-(pentan-3-yl)-4,6,6a,7,8,9-hexahydroindolo[4,3-fg]quinoline-9-carboxamide